7-((1-methyl-1,5,6,7-tetrahydro-4H-pyrazolo[4,3-b]pyridin-4-yl)methyl)-1H-pyrrolo[3,2-b]pyridine-5-carboxamide CN1N=CC=2N(CCCC21)CC2=C1C(=NC(=C2)C(=O)N)C=CN1